6-oxo-6-(phenylamino)hexanoic acid O=C(CCCCC(=O)O)NC1=CC=CC=C1